5'-bromospiro[cyclopropane-1,3'-indoline]-2'-one BrC=1C=C2C3(C(NC2=CC1)=O)CC3